dibutyloxy(2-oxo-5-oxa-3-hepten-4-yloxy)aluminum C(CCC)O[Al](OC(=CC(C)=O)OCC)OCCCC